tetrazolo[1,5-c]pyrimidin-5-amine N=1N=NN2C(=NC=CC21)N